4-methyl-N,N-diphenyl-aniline CC1=CC=C(N(C2=CC=CC=C2)C2=CC=CC=C2)C=C1